2-methylfuran-3-boronic acid pinacol ester CC=1OC=CC1B1OC(C)(C)C(C)(C)O1